BrC1=C(C=C(S1)C(=O)C=1C=NC=NC1)CC1=CC(=CC=C1)Cl 5-{[5-bromo-4-(3-chlorobenzyl)-2-thienyl]carbonyl}pyrimidin